4-((2-((4-Cyanophenyl)amino)-7-(2-(methyl-1H-imidazole-1-yl)acetyl)-6,7,8,9-tetrahydro-5H-pyrimido[4,5-d]azepine-4-yl)oxy)-3,5-dimethylbenzonitrile C(#N)C1=CC=C(C=C1)NC=1N=C(C2=C(CCN(CC2)C(CN2C(=NC=C2)C)=O)N1)OC1=C(C=C(C#N)C=C1C)C